NC1=NN(C=C1C=1C2=C(N=CN1)NC=C2)C2(CN(C2)S(=O)(=O)C(C)C)CC#N 2-{3-[3-amino-4-(7H-pyrrolo[2,3-d]-pyrimidin-4-yl)-1H-pyrazol-1-yl]-1-(isopropylsulfonyl)azetidin-3-yl}acetonitrile